Methyl-(R)-2-(2-(benzyloxy)propionamido)-6-methoxyisonicotinic acid CC1=C(C(=O)O)C=C(N=C1NC([C@@H](C)OCC1=CC=CC=C1)=O)OC